(S)-N1-(1-(2-(2-adamantylamino)-2-oxoethyl)-2-oxo-1,2-dihydropyridin-3-yl)-N6-methyl-5-oxo-2-(quinuclidine-3-carboxamido)hexanediamide C12C(C3CC(CC(C1)C3)C2)NC(CN2C(C(=CC=C2)NC([C@H](CCC(C(=O)NC)=O)NC(=O)C2CN3CCC2CC3)=O)=O)=O